[N-](S(=O)(=O)C(F)(F)F)S(=O)(=O)C(F)(F)F.C[N+](CCCCC)(CCC)C N,N-dimethyl-N-propyl-N-pentylammonium bis(trifluoromethanesulfonyl)imide